[SH-].[Rb+] rubidium hydrosulfide